4-tert-butyl-1,2-benzenedithiol C(C)(C)(C)C=1C=C(C(=CC1)S)S